C1(CCC1)N(CC(=O)NC=1N=CC2=CC=C(C=C2C1)C1=CN=C2N1CCNC2)C 2-(cyclobutyl-(methyl)amino)-N-(6-(5,6,7,8-tetrahydroimidazo[1,2-a]pyrazin-3-yl)isoquinolin-3-yl)acetamide